3-(cyclopropylsulfonyl)-7-morpholino-5-[3-(m-tolyl)-1-pyrazolyl]-3H-1,3,4-triazaindene C1(CC1)S(=O)(=O)N1C=NC2=C(C=C(N=C12)N1N=C(C=C1)C=1C=C(C=CC1)C)N1CCOCC1